1,3,5-tris(4-aminophenyl)benzeneterephthalic acid NC1=CC=C(C=C1)C1(CC(=CC(=C1)C1=CC=C(C=C1)N)C1=CC=C(C=C1)N)C1=CC(=CC=C1C(=O)O)C(=O)O